dimethyl sulfoxide (dimethyl sulfite) CS(=O)(O)(O)C.CS(=O)C